tert-butyl 1-(3-chloro-2-(4-ethoxy-3,3-dimethyl-4-oxobut-1-yn-1-yl) benzyl)-1,8-diazaspiro[4.5]decane-8-carboxylate ClC=1C(=C(CN2CCCC23CCN(CC3)C(=O)OC(C)(C)C)C=CC1)C#CC(C(=O)OCC)(C)C